BrC1=CC=2N(C(=C1)Cl)N=CC2 5-bromo-7-chloro-pyrazolo[1,5-a]pyridine